OC1=C2C(C=C(OC2=C(C(=C1)OC)OC)C1=CC(=C(C=C1)OC)OC)=O 5-Hydroxy-3',4',7,8-tetramethoxyflavone